6-((3-(trifluoromethoxy)cyclobutyl)amino)nicotinonitrile FC(OC1CC(C1)NC1=NC=C(C#N)C=C1)(F)F